(R)-3-Cyclopentyl-3-{4-[7-(2-trimethylsilanyl-ethoxymethyl)-7H-pyrrolo[2,3-d]pyrimidin-4-yl]-pyrazol-1-yl}-propionitrile C1(CCCC1)[C@@H](CC#N)N1N=CC(=C1)C=1C2=C(N=CN1)N(C=C2)COCC[Si](C)(C)C